5-(benzyloxy)-N-[4-(hydroxymethyl)oxetan-4-yl]-2-methyl-2H-indazole-3-carboxamide C(C1=CC=CC=C1)OC1=CC2=C(N(N=C2C=C1)C)C(=O)NC1(CCO1)CO